5-methyl-N-[rac-(1S)-2-[2-(2-chloro-2-fluoro-acetyl)-2-[(2-oxopyrrolidin-3-yl)methyl]hydrazino]-1-(cyclohexylmethyl)-2-oxo-ethyl]isoxazole-3-carboxamide CC1=CC(=NO1)C(=O)N[C@H](C(=O)NN(CC1C(NCC1)=O)C(C(F)Cl)=O)CC1CCCCC1 |r|